2-(2,6-Dioxopiperidin-3-yl)-5-(2-(4-(1-(5-methoxy-2-(1-methyl-1H-pyrazol-4-yl)-4-nitrophenyl)piperidin-4-yl)piperazin-1-yl)-7-azaspiro[3.5]non-7-yl)isoindoline-1,3-dione O=C1NC(CCC1N1C(C2=CC=C(C=C2C1=O)N1CCC2(CC(C2)N2CCN(CC2)C2CCN(CC2)C2=C(C=C(C(=C2)OC)[N+](=O)[O-])C=2C=NN(C2)C)CC1)=O)=O